O.[Si]([O-])([O-])([O-])[O-].[Na+].[Na+].[Na+].[Na+] sodium silicate-hydrate